2-(cyclohexylmethyl)-4-fluoro-N-(3-methylsulfonylphenyl)indazole-3-carboxamide C1(CCCCC1)CN1N=C2C=CC=C(C2=C1C(=O)NC1=CC(=CC=C1)S(=O)(=O)C)F